BrC=1C=C2C(=NC1)N(C(=C2I)COCC)S(=O)(=O)C2=CC=C(C)C=C2 5-BROMO-2-(ETHOXYMETHYL)-3-IODO-1-TOSYL-1H-PYRROLO[2,3-B]PYRIDINE